3-(3,5-Bis(trifluoromethyl-phenyl)-1H-1,2,4-triazol-1-yl)-2-(3,5-dimethyl-isoxazol-4-yl)acrylic acid FC(F)(F)C1=C(C=CC=C1)C1=NN(C(=N1)C1=C(C=CC=C1)C(F)(F)F)C=C(C(=O)O)C=1C(=NOC1C)C